4,6-dichloro-2',3',4',6'-tetrafluoro-[1,1'-biphenyl]-3-sulfonamide ClC1=C(C=C(C(=C1)Cl)C1=C(C(=C(C=C1F)F)F)F)S(=O)(=O)N